CN1C(CCCC1)=O 1-methylpiperidin-2-one